(5Z)-5-decen-1-ol C(CCC\C=C/CCCC)O